N-(4-methylphenyl)-5-nitro-2-(piperidin-1-yl)benzamide CC1=CC=C(C=C1)NC(C1=C(C=CC(=C1)[N+](=O)[O-])N1CCCCC1)=O